(2S,4S)-4-(difluoromethyl)-1-((4-phenoxybenzoyl)glycyl)pyrrolidine-2-carboxylic acid methyl ester COC(=O)[C@H]1N(C[C@H](C1)C(F)F)C(CNC(C1=CC=C(C=C1)OC1=CC=CC=C1)=O)=O